CN(C(=O)C=1C=C(OC=2C=C(C(=O)OC)C=CC2[N+](=O)[O-])C=CC1)C methyl 3-(3-(dimethylcarbamoyl) phenoxy)-4-nitrobenzoate